N1C=NC=C1C1=CC=2C=NC(=CC2N1)NC(=O)C1CC1 N-(2-(1H-imidazol-5-yl)-1H-pyrrolo[3,2-c]pyridin-6-yl)cyclopropanecarboxamide